Sodium N,N'-Bisacryloylcystine C(C=C)(=O)N[C@@H](CSSC[C@@H](C(=O)O)NC(C=C)=O)C(=O)O.[Na]